1-[(2R,4S,5R)-4-hydroxy-5-(hydroxymethyl)-5-vinyl-tetrahydrofuran-2-yl]pyrimidin-2-one O[C@H]1C[C@@H](O[C@]1(C=C)CO)N1C(N=CC=C1)=O